Cl.NC\C=C(\CN1C(=NC2=C1C=C(C=C2C2=CC(=CC=C2)S(=O)(=O)N2CCCC2)C(=O)OC)C)/F Methyl (Z)-1-(4-amino-2-fluorobut-2-en-1-yl)-2-methyl-4-(3-(pyrrolidin-1-ylsulfonyl)phenyl)-1H-benzo[d]imidazol-6-carboxylate Hydrochloride